BrC1=C(NC=2CCCC(C12)=O)Br dibromo-1,5,6,7-tetrahydro-4H-indol-4-one